7-ethyl-3,3-dimethoxy-5-methyl-8-oxo-2-oxa-7,9-diaza-3-silaundec-11-yl acrylate C(C=C)(=O)OCCNC(N(CC(C[Si](OC)(OC)OC)C)CC)=O